BrC1=CC(=NC2=CC=C(C=C12)C(=O)N(N(C1=NC=CC=N1)C)CC1=NC=C(C=C1)C(F)(F)F)NC(C)(C)C 4-bromo-2-(tert-butylamino)-N'-methyl-N'-(pyrimidin-2-yl)-N-((5-(trifluoromethyl)pyridin-2-yl)methyl)quinoline-6-carbohydrazide